C(C1=CC=CC=C1)C1(OC2=C(C1=O)C(=CC=C2)OC)C(C=C)OCC2=CC=CC=C2 2-benzyl-2-(1-benzyloxyallyl)-4-methoxybenzofuran-3(2H)-one